3-[8-(morpholin-4-yl)-1,5-naphthyridin-2-yl]benzene-1-sulfonamide N1(CCOCC1)C=1C=CN=C2C=CC(=NC12)C=1C=C(C=CC1)S(=O)(=O)N